(S)-4-methoxy-4-oxo-3-(2,4,6-trimethylphenylsulfonamido)butanoic acid COC([C@H](CC(=O)O)NS(=O)(=O)C1=C(C=C(C=C1C)C)C)=O